aminohydroxybenzene NC1=C(C=CC=C1)O